methyl 2-((2-(3-aminopropyl)-4-fluorophenyl)amino)-5-(trifluoro-methyl)-benzoate, trifluoroacetic acid salt FC(C(=O)O)(F)F.NCCCC1=C(C=CC(=C1)F)NC1=C(C(=O)OC)C=C(C=C1)C(F)(F)F